2-methyl-6-(2,3,5,6-tetrafluoro-2'-(piperidin-1-ylmethyl)-[1,1'-biphenyl]-4-yl)-1H-benzo[d]imidazole-4-carboxylic acid CC1=NC2=C(N1)C=C(C=C2C(=O)O)C2=C(C(=C(C(=C2F)F)C2=C(C=CC=C2)CN2CCCCC2)F)F